C1=CC(=C(C=2SC3=CC=CC=C3C3(C12)OCCCO3)O)O spiro[1,3-dioxane-2,9'-thioxanthene]-3',4'-diol